7'-chloro-2'-oxospiro[cyclopropane-1,3'-indoline] ClC=1C=CC=C2C3(C(NC12)=O)CC3